C(C)(C)(C)N(CCO)CCO N-tertbutyldiethanolamine